C1=CC=C(C=C1)[C@H](C(=O)O)N (R)-(-)-2-phenylglycine